tert-butyl (2-(aminomethyl)-2-hydroxycyclopentyl)carbamate NCC1(C(CCC1)NC(OC(C)(C)C)=O)O